OC=1C=C(C=CC1)[C@@H](CP(OCC)(=O)C)C ethyl ((S)-2-(3-hydroxyphenyl)propyl)(methyl)phosphinate